butyl 2-(4-amino-6-(furan-3-yl)-8-methyl-9H-pyrimido(4,5-b)indol-9-yl)acetate NC1=NC=NC=2N(C3=C(C=C(C=C3C21)C2=COC=C2)C)CC(=O)OCCCC